styrenespiropyran O1C(C=CC=C1)=CC1=CC=CC=C1